COC1=CC2=C(C=C1)C1(COC1)CO2 6-methoxy-2H-spiro[1-benzofuran-3,3'-oxetane]